C(C)(=O)C(C(=O)Cl)=CC1=CC=CC=C1 acetyl-cinnamic acid chloride